(4aS,7aS,12bS)-3-(cyclopropylmethyl)-4a-hydroxy-7-methylene-2,3,4,4a,5,6,7,7a-octahydro-1H-4,12-methanobenzofuro[3,2-e]isoquinolin-9-yl tridecyl carbonate C(OC1=CC=C2C3=C1O[C@@H]1[C@]34CCN(C([C@@]4(CCC1=C)O)C2)CC2CC2)(OCCCCCCCCCCCCC)=O